(S)-3-(hydroxymethyl)piperazin-2-one OC[C@H]1C(NCCN1)=O